NC1=C(C=CC(=C1)F)C1=C(C=C(C(=C1)Cl)C(=O)NC=1C=NC(=C(C1)C(F)(F)F)NC1COCC1)F 2'-amino-5-chloro-2,4'-difluoro-N-(6-((tetrahydrofuran-3-yl)amino)-5-(trifluoromethyl)pyridin-3-yl)-[1,1'-biphenyl]-4-carboxamide